N-[3-(1,5-dimethyl-6-oxopyridin-3-yl)-4-(oxolan-3-yloxy)phenyl]methanesulfonamide Ethyl-1-(phenylsulfonyl)-5-(3-(piperidin-1-yl)propoxy)-1H-indole-2-carboxylate C(C)OC(=O)C=1N(C2=CC=C(C=C2C1)OCCCN1CCCCC1)S(=O)(=O)C1=CC=CC=C1.CN1C=C(C=C(C1=O)C)C=1C=C(C=CC1OC1COCC1)NS(=O)(=O)C